C(=O)O.C(OC)(OCC)=O methyl ethyl carbonate formate salt